C(CCC)C=1C=C(C(=C(C1)O)C1C(CC(C(=C1)C)O)C(=C)C)O 4-butyl-5'-methyl-2'-(prop-1-en-2-yl)-1',2',3',4'-tetrahydro-[1,1'-biphenyl]-2,4',6-triol